3-chloro-1-isopropyl-1H-indazol ClC1=NN(C2=CC=CC=C12)C(C)C